((S)-1-acryloyl-5-methylpyrrolidin-3-yl)-4-amino-6-(cyclopropylethynyl)-N-((R)-1-phenylethyl)-7H-pyrrolo[2,3-d]pyrimidine-5-carboxamide C(C=C)(=O)N1C[C@H](CC1C)C=1N=C(C2=C(N1)NC(=C2C(=O)N[C@H](C)C2=CC=CC=C2)C#CC2CC2)N